4-methyl-3-((pyrimidin-5-ylamino)methyl)-N-(3-(trifluoromethoxy)phenyl)benzamide CC1=C(C=C(C(=O)NC2=CC(=CC=C2)OC(F)(F)F)C=C1)CNC=1C=NC=NC1